C(C)OC(=O)C1C(C=2N(NC1)C=CC(C2O)=O)=O 5-hydroxy-4,6-dioxo-2,3,4,6-tetrahydro-1H-pyrido[1,2-b]pyridazine-3-carboxylic acid ethyl ester